C1=CC(=CC=2C3=CC=CC=C3C3(C12)CNC3)O spiro[azetidin-3,9'-fluoren]-3'-ol